N-palmitoyl-S-(2-(((pentyloxy)carbonyl)amino)ethyl)-L-cysteinyl-D-seryl-L-lysyl-L-lysyl-L-lysyl-L-lysine C(CCCCCCCCCCCCCCC)(=O)N[C@@H](CSCCNC(=O)OCCCCC)C(=O)N[C@H](CO)C(=O)N[C@@H](CCCCN)C(=O)N[C@@H](CCCCN)C(=O)N[C@@H](CCCCN)C(=O)N[C@@H](CCCCN)C(=O)O